tert-butyl 4-((2S,5S)-5-(4-chlorobenzyl)-2-methylmorpholino)piperidine-1-carboxylate ClC1=CC=C(C[C@@H]2N(C[C@@H](OC2)C)C2CCN(CC2)C(=O)OC(C)(C)C)C=C1